CC[C@H](C)[C@H](CC1CC1C[C@H]([C@@H](CC)C(=O)[O-])O)OC The molecule is the conjugate base of methoxymycolic acid type-1 (VI). A class of mycolic acids characterized by the presence of a proximal cis-cyclopropyl group and a distal (CH-CH3)-(CHO-CH3) fragment of (S,S) stereochemistry in the meromycolic chain.